O[C@@H]1C[C@H](NC1)C(=O)NC1=CC=CC=2N(C(NC21)=O)[C@@H]2CC[C@@H](CC2)C(NC2=CC(=C(C=C2)C)OC)=O (2S,4R)-4-hydroxy-N-{2-oxo-1-[cis-4-[(3-methoxy-4-methylphenyl)carbamoyl]cyclohexyl]-2,3-dihydro-1H-1,3-benzodiazol-4-yl}pyrrolidin-2-carboxamide